CC1=CN=NC(=C1C)N1CC=2C=C(C=NC2CC1)C(F)(F)F 4,5-dimethyl-6-(3-(trifluoromethyl)-7,8-dihydro-1,6-naphthyridin-6(5H)-yl)pyridazine